[Si](C1=CC=CC=C1)(C1=CC=CC=C1)(C(C)(C)C)OC[C@H]1N(CC(CC1)=O)C(=O)OC(C)(C)C tert-butyl (S)-2-(((tert-butyldiphenylsilyl)oxy)methyl)-5-oxopiperidine-1-carboxylate